CC1=NC=C(C(=O)OC)C=C1NC(=O)C=1C=NN2C1SC(=C2)C2=CC=NC=C2 methyl 6-methyl-5-(2-(pyridin-4-yl)pyrazolo[5,1-b]thiazole-7-carboxamido)nicotinate